([4-[(1S,4S,5R)-5-[[5-cyclopropyl-3-(2,6-dichlorophenyl)-1,2-oxazol-4-yl]methoxy]-2-azabicyclo[2.2.1]heptan-2-yl]phenyl]methyl)phosphonic acid C1(CC1)C1=C(C(=NO1)C1=C(C=CC=C1Cl)Cl)CO[C@H]1[C@@H]2CN([C@H](C1)C2)C2=CC=C(C=C2)CP(O)(O)=O